FC(C)(OC[C@]1(CN(CC1)C(C)(C)C=1C=CC(=NC1)C)CCC=1SC(=CC1)F)F |o1:5| (R or S)-5-(2-(3-((1,1-di-fluoroethoxy)methyl)-3-(2-(5-fluorothiophen-2-yl)ethyl)pyrrolidin-1-yl)propan-2-yl)-2-methylpyridine